CC=1C=CC(=C(C1)N1/C(/SCC1=O)=N/C(OCCC1=CC=C(C=C1)C1=NN(C=N1)C1=CC=C(C=C1)OC(F)(F)F)=O)CCC 4-(1-(4-(Trifluoromethoxy)phenyl)-1H-1,2,4-triazol-3-yl)phenethyl (Z)-(3-(5-methyl-2-propylphenyl)-4-oxothiazolidin-2-ylidene)carbamate